C(C=C)(=O)N1[C@H](CN(C[C@H]1C)C1=NC(N2C3=C(C(=C(C=C13)C(F)(F)F)C1=CC=C(C=C1)F)SC[C@H](C2)OCOC)=O)C (S)-8-((3S,5R)-4-acryloyl-3,5-dimethylpiperazin-1-yl)-11-(4-fluorophenyl)-3-(methoxymethoxy)-10-(trifluoromethyl)-3,4-dihydro-2H,6H-[1,4]thiazepino[2,3,4-ij]quinazolin-6-one